C(C)OC(=O)C=1C=CC=2N(C1)N=C(C2C)C2=CC=1C(=C(N=CC1)C1CCN(CC1)C(=O)OC(C)(C)C)N2CC2CC2 2-(7-(1-(Tert-Butoxycarbonyl)piperidin-4-yl)-1-(cyclopropylmethyl)-1H-pyrrolo[2,3-c]pyridin-2-yl)-3-methylpyrazolo[1,5-a]pyridine-6-carboxylic acid ethyl ester